C(C)(C)[C@H]1CC[C@H](CC1)N1CCC(CC1)N1C(=CC2=CC=CC=C12)CN1CCCC1 1-(1-(cis-4-isopropylcyclohexyl)piperidin-4-yl)-2-(pyrrolidin-1-ylmethyl)-1H-indole